N-((1-(4-(trifluoromethoxy)phenyl)-1H-pyrazolo[3,4-b]pyridin-3-yl)methyl)acrylamide FC(OC1=CC=C(C=C1)N1N=C(C=2C1=NC=CC2)CNC(C=C)=O)(F)F